C(C)(C)(C)OC(=O)NCC(=O)O[C@H](C#CC)[Si](C)(C)C(C)(C)C (S)-1-(tert-butyldimethylsilyl)but-2-yn-1-yl (tert-butoxycarbonyl)glycinate